N-(4-(4-amino-3-(4-phenoxyphenyl)-1H-pyrazolo[3,4-d]pyrimidin-1-yl)cyclohexyl)-2-cyanoacetamide NC1=C2C(=NC=N1)N(N=C2C2=CC=C(C=C2)OC2=CC=CC=C2)C2CCC(CC2)NC(CC#N)=O